N-aminoethyl-gamma-aminopropyl-trimethoxysilane NCCNCCC[Si](OC)(OC)OC